NC1SC(=C(N1[2H])C1=CC=CC=C1)C1=CC=CC=C1 2-amino-4,5-diphenylthiazole-3-d